3,5-dibromo-4-fluorotoluene BrC=1C=C(C)C=C(C1F)Br